(R)-((2R,3S,4R,5R)-5-(4-chloro-7H-pyrrolo[2,3-d]pyrimidin-7-yl)-3,4-dihydroxy-3-methyltetrahydrofuran-2-yl)(3,4-dichlorophenyl)methyl benzoate C(C1=CC=CC=C1)(=O)O[C@H](C1=CC(=C(C=C1)Cl)Cl)[C@H]1O[C@H]([C@@H]([C@]1(C)O)O)N1C=CC2=C1N=CN=C2Cl